(4R)-4-[(4R)-4-ethyl-2-imino-4-methyl-6-oxo-hexahydropyrimidin-1-yl]-N-[(3S,4R)-3-methoxychroman-4-yl]chromane-6-carboxamide C(C)[C@]1(NC(N(C(C1)=O)[C@@H]1CCOC2=CC=C(C=C12)C(=O)N[C@H]1[C@@H](COC2=CC=CC=C12)OC)=N)C